(4-Nitrophenyl) N-[4-[1-methyl-5-[4-(trifluoromethyl)-1-piperidyl]-1,2,4-triazol-3-yl]phenyl]carbamat CN1N=C(N=C1N1CCC(CC1)C(F)(F)F)C1=CC=C(C=C1)NC(OC1=CC=C(C=C1)[N+](=O)[O-])=O